C(C)(C)C=1C(=NNC1C=1C=C(C=2N(C1)N=CN2)C)C=2SC(=CN2)C2CCN(CC2)C2CCOCC2 2-(4-isopropyl-5-(8-methyl-[1,2,4]triazolo[1,5-a]pyridin-6-yl)-1H-pyrazol-3-yl)-5-(1-(tetrahydro-2H-pyran-4-yl)piperidin-4-yl)thiazole